C1(=CC=CC=C1)N1N=CC(=C1)C=1SC=C(N1)C(=O)N1CCN(CC1)C(C)=O 1-{4-[2-(1-phenyl-1H-pyrazol-4-yl)-1,3-thiazole-4-carbonyl]piperazin-1-yl}ethan-1-one